ClC1=CC=C(C2=C1C=C(O2)F)COC2=NC(=NC=C2F)C2=CCC(CC2)CC=2N(C1=C(N2)SC(=C1)C(=O)O)CC1=CN=CN1CC 2-((4-(4-((4-chloro-2-fluorobenzofuran-7-yl)methoxy)-5-fluoropyrimidin-2-yl)cyclohex-3-ene-1-yl)methyl)-1-((1-ethyl-1H-imidazol-5-yl)methyl)-1H-thieno[2,3-d]imidazole-5-carboxylic acid